(4-aminophenyl)-3,4-difluorobenzene NC1=CC=C(C=C1)C1=CC(=C(C=C1)F)F